(R)-3-(3-chloro-4-fluorophenyl)-1-(3-hydroxypropyl)-1-(6-oxo-1,2,3,4,5,6-hexahydrophenanthridin-1-yl)urea ClC=1C=C(C=CC1F)NC(N([C@@H]1CCCC=2NC(C3=CC=CC=C3C12)=O)CCCO)=O